3-methoxy-4-[3-[4-[[4-(7-oxa-2-azaspiro[3.5]nonan-2-yl)cyclohexyl]amino]-1-(2,2,2-trifluoroethyl)indol-2-yl]prop-2-ynylamino]benzenesulfonamide COC=1C=C(C=CC1NCC#CC=1N(C2=CC=CC(=C2C1)NC1CCC(CC1)N1CC2(C1)CCOCC2)CC(F)(F)F)S(=O)(=O)N